2-(4-(1-propenoyl-1,2,5,6-tetrahydropyridin-3-yl)-1H-pyrazol-1-yl)-N-(5-cyclopropyl-1H-pyrazol-3-yl)propanamide C(C=C)(=O)N1CC(=CCC1)C=1C=NN(C1)C(C(=O)NC1=NNC(=C1)C1CC1)C